6-[4-[Acetyl-[2-(tert-Butoxycarbonylamino)ethyl]amino]phenyl]pyridine-3-carboxylic acid methyl ester COC(=O)C=1C=NC(=CC1)C1=CC=C(C=C1)N(CCNC(=O)OC(C)(C)C)C(C)=O